((4-(4-hydroxypiperidin-1-yl)-5-trifluoromethylpyrimidin-2-yl)amino)benzamide OC1CCN(CC1)C1=NC(=NC=C1C(F)(F)F)NC1=C(C(=O)N)C=CC=C1